N1N=CC(=C1)C=1C=C(C(=CC1)C1=CC=CC=C1)N 4-(1H-pyrazol-4-yl)-[1,1'-biphenyl]-2-amine